C1(CC1)N1CC2(CN(C2)C2=NC(=CC3=C2N=C(N=C3)NC=3C=C2CN(CC2=CC3)C)C)C1 8-(6-cyclopropyl-2,6-diazaspiro[3.3]heptan-2-yl)-6-methyl-N-(2-methylisoindolin-5-yl)pyrido[3,4-d]pyrimidin-2-amine